CNC1[C@H]2CN(C[C@@H]1CC2)C(=O)OCC2=CC=CC=C2 Benzyl (1R,5S,8S)-8-(Methylamino)-3-azabicyclo[3.2.1]octane-3-carboxylate